1-(3,5-diisopropyl-[1,1'-biphenyl]-4-yl)-7-(methyl-d3)-2-(phenanthro[3,2-b]benzofuran-11-yl)-1H-benzo[d]imidazole C(C)(C)C=1C=C(C=C(C1N1C(=NC2=C1C(=CC=C2)C([2H])([2H])[2H])C2=CC=CC=1C3=C(OC12)C=C1C2=CC=CC=C2C=CC1=C3)C(C)C)C3=CC=CC=C3